7-cyclopropyl-5,6,7,8-tetrahydroimidazo[1,2-a]Pyrazine-2-carboxylic acid methyl ester COC(=O)C=1N=C2N(CCN(C2)C2CC2)C1